7-hydroxy-5-phenyl-2,5,6,7-tetrahydro-3H-pyrrolo[2,1-c][1,2,4]triazol-3-one OC1CC(N2C1=NNC2=O)C2=CC=CC=C2